C1CCC2=C(C=3CCCC3C=C12)NC(=O)C1C(N2C(O1)=C(C=N2)S(=O)(N)=N)C ((1,2,3,5,6,7-hexahydro-s-indacen-4-yl)carbamoyl)-3-methyl-2,3-dihydropyrazolo[5,1-b]oxazole-7-sulfonimidamide